O=C1N(CC2=CC(=CC=C12)N1CCNCC1)N1C(CCCC1=O)=O (1-oxo-5-piperazin-1-yl-isoindolin-2-yl)piperidine-2,6-dione